COC1=NC(=NN2C1=C(C=C2)C2=CC=1N(C=C2)N=CC1)NCC(C)(O)C 1-((4-methoxy-5-(pyrazolo[1,5-a]pyridin-5-yl)pyrrolo[2,1-f][1,2,4]triazin-2-yl)amino)-2-methylpropan-2-ol